N1(CCCC1)C1=NC=C(C=N1)CN1N=CC(=C1)C(=O)N 1-{[2-(pyrrolidin-1-yl)pyrimidin-5-yl]methyl}pyrazole-4-carboxamide